FC1=C(C(=NN1C)C(C(F)(F)F)(F)F)C(F)(F)F 5-fluoro-1-methyl-3-(1,1,2,2,2-pentafluoroethyl)-4-(trifluoromethyl)pyrazole